3-(2'-Chloro-7'-oxo-5'H-spiro[cyclopropane-1,8'-pyrido[4,3-d]pyrimidin]-6'(7'H)-yl)-4-methyl-N-(3-(trifluoromethyl)phenyl)benzamide ClC=1N=CC2=C(N1)C1(C(N(C2)C=2C=C(C(=O)NC3=CC(=CC=C3)C(F)(F)F)C=CC2C)=O)CC1